FC1=CSC2=C1CCC(C2)NC 3-fluoro-N-methyl-4,5,6,7-tetrahydrobenzothiophen-6-amine